3,6-bis(3-amino-2-methylphenoxy)benzonorbornene NC=1C(=C(OC2C3C4=C(C2CC3)C=C(C=C4)OC4=C(C(=CC=C4)N)C)C=CC1)C